N-([1,1'-biphenyl]-4-yl)-N-(4-(4,4,5,5-tetramethyl-1,3,2-dioxaborolan-2-yl)phenyl)-[1,1'-biphenyl]-4-amine C1(=CC=C(C=C1)N(C1=CC=C(C=C1)C1=CC=CC=C1)C1=CC=C(C=C1)B1OC(C(O1)(C)C)(C)C)C1=CC=CC=C1